NC1=NC=C2NC(=NC2=N1)Cl 2-Amino-Chloropurine